2-(2,6-dioxopiperidin-3-yl)-5-((4-(thieno[2,3-d]pyrimidin-4-yl)-3,6-dihydropyridine-1(2H)-yl)methyl)isoindoline-1,3-dione O=C1NC(CCC1N1C(C2=CC=C(C=C2C1=O)CN1CCC(=CC1)C=1C2=C(N=CN1)SC=C2)=O)=O